N[C@@H](C)C(=O)O Z-alanine